[3-(dibenzothiophen-2-yl)phenyl]-9H-carbazole C1=C(C=CC=2SC3=C(C21)C=CC=C3)C=3C=C(C=CC3)C3=CC=CC=2C1=CC=CC=C1NC32